CNCC1CCN(CC1)C1=CC=C(C=C1)[N+](=O)[O-] N-methyl-1-[1-(4-nitrophenyl)-4-piperidyl]methanamine